4-(4-amino-7-cyano-2-(6-ethynylpyridin-3-yl)-1-methyl-1H-pyrrolo[3,2-c]pyridin-3-yl)-N-cyclopropyl-2-methoxybenzamide NC1=NC=C(C2=C1C(=C(N2C)C=2C=NC(=CC2)C#C)C2=CC(=C(C(=O)NC1CC1)C=C2)OC)C#N